(±)-4-(2-(5-Bromopyridin-2-yl)-3-cyclopropylpropionamido)-2-fluorobenzamide BrC=1C=CC(=NC1)[C@H](C(=O)NC1=CC(=C(C(=O)N)C=C1)F)CC1CC1 |r|